2,4-Di-methylstyrol CC1=C(C=C)C=CC(=C1)C